FC(C1=CC=C(C=C1)C1=CC=CC(=N1)COCC1CNCC12CN(C2)C=O)(F)F (8-(((6-(4-(trifluoromethyl)phenyl)pyridin-2-yl)methoxy)methyl)-2,6-diazaspiro[3.4]octan-2-yl)methanone